C(C)(C)(C)C=1C(=NC(=NC1)Cl)NC1=NNC(=C1)C1CCCC1 tert-butyl-2-chloro-N-(5-cyclopentyl-1H-pyrazol-3-yl)pyrimidin-4-amine